(2S,3R,5R)-3-((E)-(2-(2-(3,4-dihydroxybenzamido)acetyl)hydrazono)methyl)-3-methyl-7-oxo-4-thia-1-azabicyclo[3.2.0]heptane-2-carboxylic acid 4,4-dioxide OC=1C=C(C(=O)NCC(=O)N\N=C\[C@]2([C@@H](N3C(C[C@H]3S2(=O)=O)=O)C(=O)O)C)C=CC1O